C(#N)N1C[C@]2(CC2C1)NC(=O)C1=CC=C(C=C1)C1=C(C=CC=C1)NC1=CC=C(C=C1)F N-((1R)-3-cyano-3-azabicyclo[3.1.0]hexan-1-yl)-2'-((4-fluorophenyl)amino)-[1,1'-biphenyl]-4-carboxamide